ClC1=CC(=C(C=C1)C1=CC(=CC=C1)C1=NC(=NC2=CC=CC=C12)C1=CC=CC=C1)C1=NC(=NC(=N1)C1=CC=CC=C1)C1=CC=CC=C1 4-(4'-chloro-2'-(4,6-diphenyl-1,3,5-triazin-2-yl)-[1,1'-biphenyl]-3-yl)-2-phenylquinazoline